acryloxyoctadecyldifluoromethylsilane C(C=C)(=O)OCCCCCCCCCCCCCCCCCC[SiH2]C(F)F